N1(CCOCC1)C1=CC=C(C=C1)NC(=N)N 1-(4-morpholinylphenyl)guanidine